di-sodium maleate C(\C=C/C(=O)[O-])(=O)[O-].[Na+].[Na+]